FC1=CC=C(C=C1)C1=CC=C(C(=N1)C=1N=NNN1)CNC(OC(C)(C)C)=O tert-butyl ((6-(4-fluorophenyl)-2-(2H-tetrazol-5-yl)pyridin-3-yl)methyl)carbamate